2-Allyl-6-chloro-1-isopropyl-1,2-dihydro-3H-pyrazolo[3,4-b]pyridin-3-one C(C=C)N1N(C2=NC(=CC=C2C1=O)Cl)C(C)C